1-[bis(dimethylamino)methylene]-1H-1,2,3-triazolo[4,5-b]pyridinium-3-oxide hexafluoro-phosphate F[P-](F)(F)(F)(F)F.CN(C)C(=[N+]1N=[N+](C2=NC=CC=C21)[O-])N(C)C